ClC=1C(=NC=CC1C1=NC(=C(C=C1)CN1CCC(CC1)O)OC)C1=C(C(=CC=C1)C1=NC(=C(C=C1)CN1CCC(CC1)O)OC)Cl 1-((3'-chloro-2'-(2-chloro-3-(5-((4-hydroxypiperidin-1-yl)methyl)-6-methoxypyridin-2-yl)phenyl)-6-methoxy-[2,4'-bipyridin]-5-yl)methyl)piperidin-4-ol